C1(=CC=CC=C1)N1N=CC(=C1)C=1SC=C(N1)C(=O)N1[C@@H](CCC1)CN 1-[(2S)-1-[2-(1-phenyl-1H-pyrazol-4-yl)-1,3-thiazole-4-carbonyl]pyrrolidin-2-yl]methanamine